C1(CC1)N1C=C(C(C2=CC(=C(C(=C12)F)N1[C@H](CCC1)COC=1N=NC=CC1)F)=O)C(=O)O 1-cyclopropyl-6,8-difluoro-4-oxo-7-[(2R)-2-[(pyridazin-3-yloxy)methyl]pyrrolidin-1-yl]-1,4-dihydroquinoline-3-carboxylic acid